C(C=1C(C(=O)O)=CC=CC1)(=O)OC(C=1C(C(=O)OC(C=2C(C(=O)O)=CC=CC2)=O)=CC=CC1)=O bisphthalic acid dianhydride